C(C1=CC=CC=C1)N1C[C@H](CC1)N (S)-1-benzyl-3-aminopyrrolidine